17-tetracosacenoic acid C1=CC=CC2=CC3=CC4=CC5=CC6=CC7=CC8=CC9=CC%10=CC%11=CC%12=CC%13=CC%14=C(C%15=CC%16=CC%17=CC%18=CC%19=CC%20=CC%21=CC%22=CC%23=CC%24=CC=CC=C%24C=C%23C=C%22C=C%21C=C%20C=C%19C=C%18C=C%17C=C%16C=C%15C=C%14C=C%13C=C%12C=C%11C=C%10C=C9C=C8C=C7C=C6C=C5C=C4C=C3C=C12)C(=O)O